1,3-di-[1-methyl-1-(t-butylperoxy)-ethyl]-benzene CC(C)(OOC(C)(C)C)C1=CC(=CC=C1)C(C)(C)OOC(C)(C)C